3-(2-carboxyethyl)-6-chloro-1H-indazol C(=O)(O)CCC1=NNC2=CC(=CC=C12)Cl